3-(4-bromo-2-(2-((tert-butyldimethylsilyl)oxy)ethyl)-phenyl)propiolate BrC1=CC(=C(C=C1)C#CC(=O)[O-])CCO[Si](C)(C)C(C)(C)C